(3S)-N-cyclobutyl-3-({1-cyclopentyl-5-[2-(trifluoromethyl)phenyl]-1H-pyrazol-3-yl}formamido)-5-(piperidin-1-yl)pentanamide C1(CCC1)NC(C[C@H](CCN1CCCCC1)NC(=O)C1=NN(C(=C1)C1=C(C=CC=C1)C(F)(F)F)C1CCCC1)=O